C(C)(C)(C)OC(N(C1=NC=NC(=C1F)NC(=O)C1CC1)C(=O)OC(C)(C)C)=O N-tert-Butoxycarbonyl-N-[6-(cyclopropanecarbonylamino)-5-fluoro-pyrimidin-4-yl]carbamic acid tert-butyl ester